C(C)O/C(=C(/C(=O)O)\CC/C(/C(=O)O)=C(/C(=O)O)\OCC)/C(=O)O diethoxyethylenebismaleic acid